Cl.COC1=CC=C(CN2C(CC(C2)C(F)(F)F)C(=O)N)C=C1 (4-methoxybenzyl)-4-(trifluoromethyl)pyrrolidine-2-carboxamide hydrochloride